(3R)-3-cyclopentyl-3-(4-(7-((2-(trimethylsilyl)ethoxy)methyl)-7H-pyrrolo[2,3-d]pyrimidin-4-yl)-1H-pyrazol-1-yl)propionamide C1(CCCC1)[C@@H](CC(=O)N)N1N=CC(=C1)C=1C2=C(N=CN1)N(C=C2)COCC[Si](C)(C)C